CO[C@H](C(=O)NC=1C=C2C(=CC(=NC2=CC1)C1=CN=CS1)O[C@H](COC)C)C (S)-2-Methoxy-N-(4-(((S)-1-methoxypropan-2-yl)oxy)-2-(thiazol-5-yl)quinolin-6-yl)propanamide